C1(CC1)C1=NOC=C1C1=NOC(=C1)[C@@H]1C(C12CCN(CC2)S(=O)(=O)N)(F)F (2R)-2-(3'-cyclopropyl-3,4'-biisoxazol-5-yl)-1,1-difluoro-6-azaspiro[2.5]octane-6-sulfonamide